S-palmitoyl-glutathion C(CCCCCCCCCCCCCCC)(=O)SC[C@H](NC(CC[C@H](N)C(=O)O)=O)C(=O)NCC(=O)O